N-(3-methyl-5-(1-methyl-6-((5-methylthiazol-2-yl)amino)-1H-pyrrolo[3,2-c]pyridin-4-yl)phenyl)acrylamide CC=1C=C(C=C(C1)C1=NC(=CC2=C1C=CN2C)NC=2SC(=CN2)C)NC(C=C)=O